C(C)(C)(CC)[NH3+] tert-pentyl-ammonium